7-chloro-1-methyl-2-oxo-1,6-naphthyridin-3-ylboronic acid ClC1=NC=C2C=C(C(N(C2=C1)C)=O)B(O)O